C1(CCCCC1)C1=CC=C(C=C1)C=1SC(=CN1)C1=CC=C(C=C1)S(=O)(=O)NC1=C(C=C(C(=O)O)C=C1)OC 4-((4-(2-(4-cyclohexylphenyl)thiazol-5-yl)phenyl)sulphonamido)-3-methoxybenzoic acid